CC=1C(=NC=C(C1)C(F)(F)F)C(=O)OC methyl 3-methyl-5-(trifluoromethyl)pyridine-2-carboxylate